4'-(((2R,3R,4R,5S)-3,4-dihydroxy-5-((6-(trifluoromethyl)pyrazin-2-yl)amino)tetrahydro-2H-pyran-2-yl)methoxy)-[1,1'-biphenyl]-4-carboxamide O[C@H]1[C@H](OC[C@@H]([C@H]1O)NC1=NC(=CN=C1)C(F)(F)F)COC1=CC=C(C=C1)C1=CC=C(C=C1)C(=O)N